(R)-4-(3-(1-acryloylpyrrolidin-3-yl)imidazo[1,5-a]pyrazin-1-yl)-N-(4-(trifluoromethyl)pyridin-2-yl)benzamide C(C=C)(=O)N1C[C@@H](CC1)C1=NC(=C2N1C=CN=C2)C2=CC=C(C(=O)NC1=NC=CC(=C1)C(F)(F)F)C=C2